2-(2,4-difluorobenzyl)-N-methylbutan-1-amine FC1=C(CC(CNC)CC)C=CC(=C1)F